O-phenylphenol diborate B(O)(O)OB(O)O.C1(=CC=CC=C1)OC1=CC=CC=C1